ClC=1C=2C(N=C3N(C2C=CC1)C1=CC(=CC=C1C31CCCCC1)C1CCN(CC1)C1CC(CC1)C(=O)O)=O 3-(4-(4'-chloro-5'-oxo-5'H-spiro[cyclohexane-1,7'-indolo[1,2-a]quinazolin]-10'-yl)piperidin-1-yl)cyclopentane-1-carboxylic acid